COC=1C=C(C=O)C=CC1S 3-methoxy-4-mercaptobenzaldehyde